bis(benzo[b]furan-2-yl)biphenyl O1C2=C(C=C1C1=CC=C(C=C1)C1=CC=C(C=C1)C1=CC3=C(O1)C=CC=C3)C=CC=C2